4-amino-N-(6-((4-(difluoromethylene)cyclohexyl)amino)-5-(trifluoromethyl)-2,3-dihydrobenzofuran-3-yl)-7-fluoro-N-methylimidazo[1,5-a]quinoxaline-8-carboxamide NC=1C=2N(C3=CC(=C(C=C3N1)F)C(=O)N(C)C1COC3=C1C=C(C(=C3)NC3CCC(CC3)=C(F)F)C(F)(F)F)C=NC2